(R)-(3-(4-(2-(3-(fluoromethyl)pyrrolidin-1-yl)ethoxy)phenoxy)-6-hydroxybenzo[b]thiophen-2-yl)(4-hydroxyphenyl)methanone FC[C@H]1CN(CC1)CCOC1=CC=C(OC=2C3=C(SC2C(=O)C2=CC=C(C=C2)O)C=C(C=C3)O)C=C1